(S)-N-(5-(3-(1H-pyrazol-1-yl)phenyl)thiazol-2-yl)-1-cyanopyrrolidine-3-carboxamide N1(N=CC=C1)C=1C=C(C=CC1)C1=CN=C(S1)NC(=O)[C@@H]1CN(CC1)C#N